C1C(CC)S1 buten sulfide